fluoro-1,5-naphthyridin-4-ol FC1=NC2=CC=CN=C2C(=C1)O